4-(4-{3-azabicyclo[3.1.0]hexan-6-ylamino}piperidin-1-yl)-2-ethyl-N-{8-fluoro-2-methylimidazo[1,2-a]pyridin-6-yl}indazole-7-carboxamide C12CNCC2C1NC1CCN(CC1)C=1C2=CN(N=C2C(=CC1)C(=O)NC=1C=C(C=2N(C1)C=C(N2)C)F)CC